5-((2-(4,5-Dichloro-6-oxopyridazin-1(6H)-yl)ethyl)amino)-2-methyl-N-(2-(pyridin-2-yl)ethyl)benzenesulfonamide ClC=1C=NN(C(C1Cl)=O)CCNC=1C=CC(=C(C1)S(=O)(=O)NCCC1=NC=CC=C1)C